1-((2S,5R)-5-(4-chloro-6-(pyridin-3-yl)pyrimidin-2-yl)-2-methylpiperidin-1-yl)ethan-1-one Methyl-(R)-2-formyl-4-(3-(hydroxymethyl)pyrrolidin-1-yl)benzoate COC(C1=C(C=C(C=C1)N1C[C@@H](CC1)CO)C=O)=O.ClC1=NC(=NC(=C1)C=1C=NC=CC1)[C@@H]1CC[C@@H](N(C1)C(C)=O)C